C[C@]1(NC(C[C@H]1NC(=O)C1CC1)=O)C1=CC=CC=C1 N-(trans-2-methyl-5-oxo-2-phenylpyrrolidin-3-yl)cyclopropanecarboxamide